(R)-1-(2-((1-((dimethylamino)methyl)cyclopropyl)methoxy)-6-(3-hydroxy-8-iodo-1-naphthoyl)-6,7-dihydro-5H-pyrrolo[3,4-d]pyrimidin-4-yl)piperidine-3-carboxamide CN(C)CC1(CC1)COC=1N=C(C2=C(N1)CN(C2)C(=O)C2=CC(=CC1=CC=CC(=C21)I)O)N2C[C@@H](CCC2)C(=O)N